CC1=C(OC2=C(C=C(C=C2C1=O)C)[C@@H](C)NC1=C(C(=O)O)C=CC=C1)C1=CC=C(C=C1)CN1CCN(CC1)C 2-[[(1R)-1-[3,6-dimethyl-2-[4-[(4-methylpiperazin-1-yl)methyl]phenyl]-4-oxo-chromen-8-yl]ethyl]amino]benzoic acid